(1-((3-(2-amino-3-pentylquinolin-7-yl)phenyl)sulfonyl)azetidin-3-yl)methanol NC1=NC2=CC(=CC=C2C=C1CCCCC)C=1C=C(C=CC1)S(=O)(=O)N1CC(C1)CO